5-(4-(trifluoromethyl)phenyl)piperidine-2-carboxamide FC(C1=CC=C(C=C1)C1CCC(NC1)C(=O)N)(F)F